ClC=1N=C(CN(C1)C=1N(N=C(C1)C)C)N1C(COCC1)C 5-chloro-1-(2,5-dimethyl-2H-pyrazol-3-yl)-3-(3-methyl-morpholin-4-yl)-1H-pyrazine